4-((1S,6R)-2,2,6-trimethyl-6-vinyl-cyclohexyl)butane-2-one CC1([C@@H]([C@](CCC1)(C=C)C)CCC(C)=O)C